FC1=NC(=C(C(=O)[O-])C=C1)C#N fluorocyanonicotinate